Di(hydroxyethyl)-m-toluidine OCCN(C1=CC(=CC=C1)C)CCO